NC(C(=O)O)(CCCCB(O)O)CCCN1CCN(CC1)C(C1=CC(=C(C=C1)Cl)Cl)=O 2-amino-6-borono-2-(3-(4-(3,4-dichlorobenzoyl)piperazin-1-yl)propyl)hexanoic acid